COC1=NC(=NC=C1)C1=NN(C=C1)C 4-methoxy-2-(1-methyl-1H-pyrazol-3-yl)pyrimidine